N-(1-benzyl-4-piperidyl)-3-[6-(1-piperidyl)-[1,2,4]triazolo[4,3-b]pyridazin-3-yl]propanamide C(C1=CC=CC=C1)N1CCC(CC1)NC(CCC1=NN=C2N1N=C(C=C2)N2CCCCC2)=O